(4R,5S)-4-(2,2-dibromoethenyl)-2,2-dimethyl-5-[(2Z)-pent-2-en-1-yl]-1,3-dioxolane BrC(=C[C@H]1OC(O[C@H]1C\C=C/CC)(C)C)Br